ClC1=CC(N(C(N1C1=CC=C(C=C1)F)=O)C1=CC=C(C=C1)F)=O 6-chloro-1,3-bis(4-fluorophenyl)pyrimidine-2,4(1H,3H)-dione